O-benzyl-N,N-dibenzylhydroxylamine C(C1=CC=CC=C1)ON(CC1=CC=CC=C1)CC1=CC=CC=C1